4-(2,6-dimethylpyridin-4-yl)-1-(5-(isopropylthio)-4-(4-(trifluoromethyl)phenyl)thiazol-2-yl)-3-methyl-1H-pyrazole-5-carboxylic acid CC1=NC(=CC(=C1)C=1C(=NN(C1C(=O)O)C=1SC(=C(N1)C1=CC=C(C=C1)C(F)(F)F)SC(C)C)C)C